C(C=C)SC(C(=O)N1C(CCCC1)C=1NC(=CN1)C1=CC=C(C=C1)C)C 2-(allylsulfanyl)-1-(2-(5-(p-tolyl)-1H-imidazol-2-yl)piperidin-1-yl)propan-1-one